2-acetamido-1,3,4-triacetoxy-6-iodoglucose C(C)(=O)N[C@@](C(=O)OC(C)=O)(O)[C@@](O)([C@](O)([C@H](O)C(O)I)OC(C)=O)OC(C)=O